diethyl ((S,E)-4-((S)-2-((tert-butoxycarbonyl)amino)-N,3,3-trimethyl butanamido)-2,5-dimethylhex-2-enoyl)-D-glutamate C(C)(C)(C)OC(=O)N[C@H](C(=O)N(C)[C@H](/C=C(/C(=O)N[C@H](CCC(=O)OCC)C(=O)OCC)\C)C(C)C)C(C)(C)C